N-aminoethylsulfonamid NCCNS(=O)=O